CC=1C=C(OC2=C(C(=O)N)C=C(C=C2)Cl)C=CC1 2-(3-methylphenoxy)-5-chlorobenzamide